4-[3-(aminomethyl)-[1,2,4]triazolo[4,3-a]pyridin-8-yl]-3-(5-cyclopropyl-2-methylpyrazol-3-yl)oxybenzonitrile NCC1=NN=C2N1C=CC=C2C2=C(C=C(C#N)C=C2)OC=2N(N=C(C2)C2CC2)C